(S)-(5-methylisochroman-1-yl)methylamine CC1=C2CCO[C@@H](C2=CC=C1)CN